7-Cyclopropyl-1-(2-cyclopropylphenyl)-2,4-dioxo-1,2,3,4-tetrahydroquinazoline-6-carbonitrile C1(CC1)C1=C(C=C2C(NC(N(C2=C1)C1=C(C=CC=C1)C1CC1)=O)=O)C#N